N-((3-cyclopropylimidazo[1,2-a]pyridin-2-yl)methylene)-2-methylpropane-2-sulfinamide C1(CC1)C1=C(N=C2N1C=CC=C2)C=NS(=O)C(C)(C)C